4-amino-2-(methylthio)-5-pyrimidinecarboxaldehyde NC1=NC(=NC=C1C=O)SC